2-ethyl-5,11-dioxo-6,12-bis(ethoxycarbonyloxy)naphthonaphthalene C(C)C=1C=CC2=C3C(C(C(=C2C1)OC(=O)OCC)=O)=C1C=CC=CC1=C(C3=O)OC(=O)OCC